FC1=C(OC=2C(=NC=CC2)C(=O)NCCC=2SC=CC2)C=CC(=C1)NC(=O)C=1N=NN(C1C)C1=CC=C(C=C1)F (2-fluoro-4-(1-(4-fluorophenyl)-5-methyl-1H-1,2,3-triazole-4-carboxamido)phenoxy)-N-(2-(thien-2-yl)ethyl)pyridinamide